C(=O)O.NCC(=O)NC1CN(C1)C(=O)C1=C(C=C(C=C1)NC(=O)C=1N(C(=CN1)C1=C(C(=C(C=C1)OC)F)F)C)Cl N-(4-(3-(2-aminoacetamido)azetidine-1-carbonyl)-3-chlorophenyl)-5-(2,3-difluoro-4-methoxyphenyl)-1-methyl-1H-imidazole-2-carboxamide formate